C(C1=CC=CC=C1)OC=1C(=NC=C(C1)Br)F 3-(benzyloxy)-5-bromo-2-fluoropyridine